tert-butyl N-[(1R,3S)-3-(1-methylimidazo[1,5-a]pyridin-3-yl)cyclohexyl]carbamate CC=1N=C(N2C1C=CC=C2)[C@@H]2C[C@@H](CCC2)NC(OC(C)(C)C)=O